N-cyclopropyl-5-(3-fluorophenyl)-6-[3-(trifluoromethyl)phenoxy]pyridine-3-carboxamide C1(CC1)NC(=O)C=1C=NC(=C(C1)C1=CC(=CC=C1)F)OC1=CC(=CC=C1)C(F)(F)F